CN(C/C=C/C(=O)N1CC2=C(C(C1)C1=C(SC=C1)C=1C(=NN(C1)CC)C(F)(F)F)C=C(S2)C#N)C (E)-6-(4-(Dimethylamino)but-2-enoyl)-4-(2-(1-ethyl-3-(trifluoromethyl)-1H-pyrazol-4-yl)thiophen-3-yl)-4,5,6,7-tetrahydrothieno[2,3-c]pyridine-2-carbonitrile